C(C)(C)(C)OC(=O)N1C(C(C2=CC=CC=C12)(C)C)CN (aminomethyl)-3,3-dimethylindoline-1-carboxylic acid tert-butyl ester